OC[C@H](C1=CC=CC=C1)NC1=NC(=NC=C1C1=NC(=NO1)C12CCN(CC1)CC2)NC=2C=C1C(C(OC(C1=CC2)=O)C)C 6-((4-(((S)-2-Hydroxy-1-phenylethyl)amino)-5-(3-(quinuclidin-4-yl)-1,2,4-oxadiazol-5-yl)pyrimidin-2-yl)amino)-3,4-dimethylisochroman-1-one